ClC1=C(C=C2C=C(N=CC2=C1)NC(=O)[C@H]1OCCC1)C1CCN(CC1)[C@@]1(COC[C@@H]1O)C (2S)-N-(7-chloro-6-(1-((3R,4R)-4-hydroxy-3-methyltetrahydrofuran-3-yl)piperidin-4-yl)isoquinolin-3-yl)tetrahydrofuran-2-carboxamide